N(=[N+]=[N-])CCOCCOCC(=O)NCCOCCOCCCCCCCl 2-(2-(2-azidoethoxy)ethoxy)-N-(2-(2-((6-chlorohexyl)oxy)ethoxy)ethyl)acetamide